acryloyl-Oxypropyltrichlorosilane C(C=C)(=O)OCCC[Si](Cl)(Cl)Cl